2-((1r,4r)-4-(2-(((4-(4-Ethynylbenzoyl)benzyl)oxy)methyl)imidazo[4,5-d]pyrrolo[2,3-b]pyridin-1(6H)-yl)cyclohexyl)acetonitrile C(#C)C1=CC=C(C(=O)C2=CC=C(COCC3=NC=4C(=C5C(=NC4)NC=C5)N3C3CCC(CC3)CC#N)C=C2)C=C1